m-vinyl-benzaldehyde C(=C)C=1C=C(C=O)C=CC1